3-oxoheptyl isothiocyanate O=C(CCN=C=S)CCCC